ClC1=CC=C(C=C1)NC(=O)NC1CN(C(C1)=O)C1=C(C=CC=C1)Cl 1-(4-chlorophenyl)-3-[1-(2-chlorophenyl)-5-oxopyrrolidin-3-yl]urea